NC(CC1CC1)C1=C(C=CC(=C1)F)O 2-(1-amino-2-cyclopropylethyl)-4-fluorophenol